ethyl 3-((6-chloro-1-(1-ethyl-1H-pyrazol-4-yl)-7-fluoro-1H-indol-3-yl) thio)-2-fluorobenzoate ClC1=CC=C2C(=CN(C2=C1F)C=1C=NN(C1)CC)SC=1C(=C(C(=O)OCC)C=CC1)F